FC1(CC(C1)CN1N=C(C=C1C)NC(C1=C(C=C(C=C1)NS(=O)(=O)CCO)N1CCC2(CC2)CC1)=O)F N-(1-((3,3-difluorocyclobutyl)methyl)-5-methyl-1H-pyrazol-3-yl)-4-((2-hydroxyethyl)sulphonamido)-2-(6-azaspiro[2.5]octane-6-yl)benzamide